N-((1-(4-cyano-3-trifluoromethylphenyl)-1H-pyrazol-3-yl)methyl)-4-nitrobenzamide C(#N)C1=C(C=C(C=C1)N1N=C(C=C1)CNC(C1=CC=C(C=C1)[N+](=O)[O-])=O)C(F)(F)F